NC1=NC=CC(=C1Cl)SC=1C=2N(C(=NC1)N1CCC3(CC1)[C@@H](C=1C(=NC=CC1)C3)N[S@@](=O)C(C)(C)C)C=CN2 (S)-N-((S)-1'-(8-((2-Amino-3-chloropyridin-4-yl)thio)imidazo[1,2-c]pyrimidin-5-yl)-5,7-dihydrospiro[cyclopenta[b]pyridine-6,4'-piperidin]-5-yl)-2-methylpropane-2-sulfinamide